C(C)(=O)N1CC=2C3=C(C(NC2C(C1)(O)C(C)(C)C)=O)SC(=C3)C=3C=NNC3 2-acetyl-4-tert-butyl-4-hydroxy-8-(1H-pyrazol-4-yl)-3,5-dihydro-1H-thieno[2,3-c][1,6]naphthyridin-6-one